tert-butyl 6-(7-amino-3-(2,6-dichloro-3,5-dimethoxyphenyl)-2-oxo-3,4-dihydropyrimido[4,5-d]pyrimidin-1(2H)-yl)-2-azaspiro[3.3]heptane-2-carboxylate NC1=NC=C2C(=N1)N(C(N(C2)C2=C(C(=CC(=C2Cl)OC)OC)Cl)=O)C2CC1(CN(C1)C(=O)OC(C)(C)C)C2